(3-chloro-5-(2-(3-(1,1,2,2-tetrafluoroethoxy)-5-(trifluoromethoxy)phenyl)propan-2-yl)phenyl)-5-(2-(methylsulfonyl)propan-2-yl)benzo[b]thiophene-2-carboxamide ClC=1C=C(C=C(C1)C(C)(C)C1=CC(=CC(=C1)OC(F)(F)F)OC(C(F)F)(F)F)C=1C2=C(SC1C(=O)N)C=CC(=C2)C(C)(C)S(=O)(=O)C